ClC1=NC(=C2N=CN(C2=N1)CC1(CCCC1)O)N1[C@H](CN([C@@H](C1)CC)C(CC)C1=CC=C(C=C1)C(F)(F)F)C 1-((2-chloro-6-((2S,5R)-5-ethyl-2-methyl-4-(1-(4-(trifluoromethyl)phenyl)propyl)piperazin-1-yl)-9H-purin-9-yl)methyl)cyclopentan-1-ol